N-(4-Nitrophenethyl)isochinolin-4-amin [N+](=O)([O-])C1=CC=C(CCNC2=CN=CC3=CC=CC=C23)C=C1